CC1(COC1)C 3,3-dimethyloxetan